BrC1=C(N=C(N1C)CC1=CC=C(C=C1)OC(F)F)C(=O)OCC ethyl 5-bromo-2-[[4-(difluoromethoxy) phenyl] methyl]-1-methyl-imidazole-4-carboxylate